tetraoctyl 3,3',3'',3'''-((((6-((4-hydroxybutyl)amino)-1,3,5-triazine-2,4-diyl)bis(oxy))bis(propane-3,1-diyl))bis(azanetriyl))tetrapropionate OCCCCNC1=NC(=NC(=N1)OCCCN(CCC(=O)OCCCCCCCC)CCC(=O)OCCCCCCCC)OCCCN(CCC(=O)OCCCCCCCC)CCC(=O)OCCCCCCCC